ethyl 4-[6-(difluoromethyl)-5-nitro-indazol-2-yl]cyclohexanecarboxylate FC(C=1C(=CC2=CN(N=C2C1)C1CCC(CC1)C(=O)OCC)[N+](=O)[O-])F